N(=O)N1CCC(CC1)C(C#N)(C)C (1-nitrosopiperidin-4-yl)-2-methylpropanenitrile